(R)-1-((2-(6-chloro-3-methoxyquinolin-8-yl)-6-fluorothiazolo[5,4-b]pyridin-5-yl)oxy)propan-2-yl (2-methylpyrimidin-5-yl)carbamate CC1=NC=C(C=N1)NC(O[C@@H](COC1=C(C=C2C(=N1)SC(=N2)C=2C=C(C=C1C=C(C=NC21)OC)Cl)F)C)=O